3-{1-[6-Chloro-2-(2,2-dimethoxy-ethylamino)-pyrido[3,4-d]pyrimidin-4-ylamino]-ethyl}-2-methyl-benzonitrile ClC1=CC2=C(N=C(N=C2NC(C)C=2C(=C(C#N)C=CC2)C)NCC(OC)OC)C=N1